C1(CCC1)C=1C(=NN(C1NC(=O)N[C@H](C(F)(F)F)C)C)C1CC(C1)(F)F (S)-1-(4-cyclobutyl-3-(3,3-difluorocyclobutyl)-1-methyl-1H-pyrazol-5-yl)-3-(1,1,1-trifluoropropan-2-yl)urea